6-Methyl-N-(3-((R)-1-(4-methyl-4H-1,2,4-triazol-3-yl)propan-2-yl)phenyl)-2,4,5,6-tetrahydrocyclopenta[c]pyrazole-3-carboxamide CC1CCC=2C1=NNC2C(=O)NC2=CC(=CC=C2)[C@@H](CC2=NN=CN2C)C